hydroxy-4-propenoxybenzophenone OC1=C(C(=O)C2=CC=CC=C2)C=CC(=C1)OC=CC